bis(t-butylperoxy)-2,5-dimethyl-hexyne C(C)(C)(C)OOC(C#CC(C)(C)OOC(C)(C)C)(C)C